3-chloro-9-(4-chlorophenyl)-7-((2S,4R)-2-(1-cyclopropyl-1H-pyrazol-4-yl)tetrahydro-2H-pyran-4-yl)-2-methyl-4H-pyrazino[1,2-a]pyrimidin-4-one ClC1=C(N=C2N(C1=O)C=C(N=C2C2=CC=C(C=C2)Cl)[C@H]2C[C@H](OCC2)C=2C=NN(C2)C2CC2)C